6-bromo-3-(trifluoromethyl)imidazo[1,2-a]pyridine BrC=1C=CC=2N(C1)C(=CN2)C(F)(F)F